isoxazolo[4,5-c]pyridin-4(5H)-one O1N=CC=2C(NC=CC21)=O